OC=1C=C2CC[C@@H]([C@@H](C2=CC1)C1=CC=C(C=C1)N1CCC(CC1)C=O)C1=CC=CC=C1 1-[4-[{1R,2S}-6-hydroxy-2-phenyl-tetralin-1-yl]phenyl]piperidine-4-carbaldehyde